1-(4-{5-[6-amino-5-(2-chloro-3,6-difluoro-benzyloxy)-pyridin-3-yl]-1H-indol-3-ylmethyl}-piperazin-1-yl)-ethanone NC1=C(C=C(C=N1)C=1C=C2C(=CNC2=CC1)CN1CCN(CC1)C(C)=O)OCC1=C(C(=CC=C1F)F)Cl